N1,N2-bis(2,4,6-trimethoxyphenyl)oxalamide COC1=C(C(=CC(=C1)OC)OC)NC(C(=O)NC1=C(C=C(C=C1OC)OC)OC)=O